[O-2].[Tl+].[Tl+] Thallium oxid